4-[4-(1,8-diazaspiro[5.5]undecan-8-yl)-1H-pyrrolo[2,3-b]pyridin-3-yl]isothiazole N1CCCCC12CN(CCC2)C2=C1C(=NC=C2)NC=C1C=1C=NSC1